NC1=CC(NC=C1C)=O 4-amino-5-methylpyridin-2(1H)-one